Cl.Cl.C(C)C=1C=C(C=CC1OCCN1[C@H](CNCC1)C)N1C(N(C(C1(C)C)=O)C1=CC(=C(C#N)C=C1)C(F)(F)F)=S (S)-4-(3-(3-ethyl-4-(2-(2-methylpiperazin-1-yl)ethoxy)phenyl)-4,4-dimethyl-5-oxo-2-thioxoimidazolidin-1-yl)-2-(trifluoromethyl)benzonitrile dihydrochloride